CC(C)(OC(NCCOCCOCCOCCOCCOC=1C=C(C=CC1)C(C(=O)O)C1=CC=CC=C1)=O)C 2-(3-((2,2-dimethyl-4-oxo-3,8,11,14,17-pentaoxa-5-azanonadecan-19-yl)oxy)phenyl)-2-phenylacetic acid